3'-(propane-2,2-diylbis(sulfanediyl))bis(3-phenylpropionaldehyde) CC(C)(SC(C=O)CC1=CC=CC=C1)SC(C=O)CC1=CC=CC=C1